9,9',9''-(6-(3,6-diphenyl-9H-carbazol-9-yl)-[4,4'-bipyridine]-2,3,5-triyl)tris(9H-carbazole) C1(=CC=CC=C1)C=1C=CC=2N(C3=CC=C(C=C3C2C1)C1=CC=CC=C1)C1=C(C(=C(C(=N1)N1C2=CC=CC=C2C=2C=CC=CC12)N1C2=CC=CC=C2C=2C=CC=CC12)C1=CC=NC=C1)N1C2=CC=CC=C2C=2C=CC=CC12